2-bromo-1-cyclopropylmethanol BrC1C(C1)CO